N-[3-Chloro-4-(1-methylethyl)phenyl]-2-methylpentanamide ClC=1C=C(C=CC1C(C)C)NC(C(CCC)C)=O